tert-Butyl 4-(4-formylpyrazol-1-yl)piperidine-1-carboxylate C(=O)C=1C=NN(C1)C1CCN(CC1)C(=O)OC(C)(C)C